FCCN1CCC(CC1)C1=CC=C(S1)[C@H]1N([C@@H](CC2=C1NC1=CC=CC=C21)C)CC(C)(C)F (1S,3R)-1-[5-[1-(2-fluoroethyl)-4-piperidyl]-2-thienyl]-2-(2-fluoro-2-methyl-propyl)-3-methyl-1,3,4,9-tetrahydropyrido[3,4-b]indole